CN1CCC(CC1)N1N=CC(=C1)C1=NN2C(=NC=3C=CC=CC3C2=N1)NC=1C(N=CC=CC1)=O (3R)-3-({2-[1-(1-methylpiperidin-4-yl)-1H-pyrazol-4-yl][1,2,4]triazolo[1,5-c]quinazolin-5-yl}amino)azepin-2-one